NC=1CC(C(=CC1)C1=CC=C(C=C1)N)(C)C 4,4'-diamino-2,2-dimethylbiphenyl